NC1=CC=C(C=C1)C1=CN(C=2N=CN=C(C21)Cl)C2CCC(CC2)O (1R,4R)-4-(5-(4-aminophenyl)-4-chloro-7H-pyrrolo[2,3-d]pyrimidin-7-yl)cyclohexan-1-ol